5-Methyl-1,2,3,6,8,9-hexahydro-2,4,7-triaza-cyclopenta[a]naphthalene-7-carboxylic acid tert-butyl ester C(C)(C)(C)OC(=O)N1CC2=C(N=C3C(=C2CC1)CNC3)C